FC1=CC=C2C(=NNC(C2=C1)=O)C(C)C 7-fluoro-4-isopropylphthalazin-1(2H)-one